BrC=1C=C(C(=C(C=O)C1)F)F 5-bromo-2,3-difluoro-benzaldehyde